CC1=C(C=NN1C1CCNCC1)C=1C=C(C=2N(C1)N=CC2C#N)N[C@H](C)C2=NC=CC=C2 6-[5-methyl-1-(piperidin-4-yl)pyrazol-4-yl]-4-[[(1R)-1-(pyridin-2-yl)ethyl]amino]pyrazolo[1,5-a]pyridine-3-carbonitrile